N1(CCCC2=CC=CC=C12)C(=O)C=1C=NC=C(C1)C1=CC=C(C=C1)CO (3,4-Dihydroquinolin-1(2H)-yl)(5-(4-(hydroxymethyl)phenyl)pyridin-3-yl)-methanone